C1(CC1)C#CC=1C(=NC=CC1)N1C=C(C=2C1=NC=C(C2)C=2C(=NOC2C)C)C=2C=NN(C2)CC(=O)O 2-(4-(1-(3-(cyclopropylethynyl)pyridin-2-yl)-5-(3,5-dimethylisoxazol-4-yl)-1H-pyrrolo[2,3-b]pyridin-3-yl)-1H-pyrazol-1-yl)acetic acid